ClC=1N=C(C2=C(N1)CCN(C2=O)C([2H])([2H])[2H])NC=2N=CC=1CCC3=C(C1C2F)NC2=C3C(NCC2)=O 2-((2-chloro-6-(methyl-d3)-5-oxo-5,6,7,8-tetrahydropyrido[4,3-d]pyrimidin-4-yl)amino)-1-fluoro-5,6,8,9,10,11-hexahydro-7H-pyrido[3',4':4,5]pyrrolo[2,3-f]isoquinolin-7-one